5-ethyl-6-[2-fluoro-4-(1H-pyrazol-1-yl)benzyl]-2-[(3S,4S)-4-hydroxytetrahydro-2H-pyran-3-yl]-2,3-dihydro-1H-isoindol-1-one C(C)C=1C=C2CN(C(C2=CC1CC1=C(C=C(C=C1)N1N=CC=C1)F)=O)[C@H]1COCC[C@@H]1O